C(CC)C=1C(=C(C(=O)OC(C2=C(C(=CC=C2)CCC)S(=O)(=O)O)=O)C=CC1)S(=O)(=O)O Propyl-sulfobenzoic anhydride